COC1=CC=C(C=C1)C(=C(C#N)C1=CC=CC=C1)C1=CC=C(C=C1)OC 3,3-Bis(4-methoxyphenyl)-2-phenylpropenenitrile